FC(CC(C(=O)NC1=NC=CC(=C1)C1=C(C=2C(N(C(C(C2N1)C)C)C)=O)C1=CC=CC=C1)C1=CC=C(C=C1)F)F 4,4-difluoro-2-(4-fluorophenyl)-N-{4-[5,6,7-trimethyl-4-oxo-3-phenyl-4,5,6,7-tetrahydro-1H-pyrrolo[3,2-c]pyridin-2-yl]pyridin-2-yl}butanamide